OC(CCN1C(N(C2=C1C=C(C=C2)[N+](=O)[O-])C[C@@H](C)O)=O)(C)C 3-(3-hydroxy-3-methyl-butyl)-1-[(R)-2-hydroxypropyl]-5-nitro-benzimidazol-2-one